C(C1=CC=CC=C1)OC1=C(N2C(C3=CC(=CC=C13)C=1N=NN(C1)C1CC1)=NC=N2)C(=O)OC methyl 6-(benzyloxy)-9-(1-cyclopropyl-1H-1,2,3-triazol-4-yl)-[1,2,4]triazolo[5,1-a]isoquinoline-5-carboxylate